CC=1C(=NC=CC1)NC=1SC=C(N1)C1=NC=C(C=C1)OCC(F)(F)F N-(3-methylpyridin-2-yl)-4-(5-(2,2,2-trifluoroethoxy)pyridin-2-yl)thiazol-2-amine